methyl (1R)-3'-hydroxy-3-oxo-3'-(trifluoromethyl)-2',3'-dihydrospiro[cyclohexane-1,1'-indene]-4-carboxylate OC1(C[C@@]2(C3=CC=CC=C13)CC(C(CC2)C(=O)OC)=O)C(F)(F)F